6-((1H-pyrazol-1-yl)methyl)-5-methoxynicotinic acid N1(N=CC=C1)CC1=NC=C(C(=O)O)C=C1OC